C1(=CC=CC=C1)C1=NC2=CC=CC=C2C(=C1)C 2-phenyl-4-methylquinoline